CC1=CC=C(C=C1)C=C p-methyl-vinyl-benzene